COCC=1N=CSC1S(=O)(=O)N1CC2(CCC2)CC1C 4-(Methoxymethyl)-5-((7-methyl-6-azaspiro[3.4]octan-6-yl)sulfonyl)thiazole